2-[4-(2-methyl-4-pyridyl)imidazol-1-yl]-N-(5-pyrazin-2-yl-2-pyridyl)acetamide CC1=NC=CC(=C1)C=1N=CN(C1)CC(=O)NC1=NC=C(C=C1)C1=NC=CN=C1